O=C1N(C2(C3=CC=C(C=C3OC=3C=C(C=CC23)NC2=CC=CC=C2)NC2=CC=CC=C2)C2=CC=CC=C12)NC(OC(C)(C)C)=O tert-butyl (3-oxo-3',6'-bis(phenylamino)spiro[isoindoline-1,9'-xanthen]-2-yl)carbamate